N(=C=O)[C@@H](C)C1=CC=C(C=C1)OCC(F)(F)F (1S)-1-(1-isocyanatoethyl)-4-(2,2,2-trifluoroethoxy)benzene